N'-methyl-N-(1-oxopent-2-yl)oxalamide CNC(C(=O)NC(C=O)CCC)=O